CP(=O)(OC1=C(C(=CC(=C1)CCCCC)OP(=O)(C)N[C@H](C(=O)OCC(C)(C)C)C)C1=CC(=CC=C1)C)N[C@@H](C)C(=O)OCC(C)(C)C neopentyl (methyl ((3'-methyl-6-(((((S)-1-(neopentyloxy)-1-oxopropan-2-yl)amino)(methyl)phosphoryl)oxy)-4-pentyl-[1,1'-biphenyl]-2-yl)oxy)phosphoryl)-L-alaninate